(tert-butoxycarbonyl(methyl)amino)-2-oxo-1-phenyl-7-(trifluoromethyl)-1,2-dihydro-1,8-naphthyridine-3-carboxylic acid C(C)(C)(C)OC(=O)N(C)C1=C(C(N(C2=NC(=CC=C12)C(F)(F)F)C1=CC=CC=C1)=O)C(=O)O